2-amino-N-(5-chloro-2-hydroxy-3-pyridinyl)spiro[3.3]heptane-6-carboxamide NC1CC2(C1)CC(C2)C(=O)NC=2C(=NC=C(C2)Cl)O